Br.C(CCCCCCC)(N)N octanediamine hydrobromide